rac-tert-butyl (3R,4R)-3-amino-4-hydroxypiperidine-1-carboxylate N[C@@H]1CN(CC[C@H]1O)C(=O)OC(C)(C)C |r|